benzyl 1-(1-hydroxyethyl)cyclobutane-1-carboxylate OC(C)C1(CCC1)C(=O)OCC1=CC=CC=C1